CC1(C2=CC=CC=C2C=2C=CC(=CC12)N(C1=C(C=CC=C1)C1=CC=C(C=C1)C1=C(C=CC=C1)N(C1=CC=CC=C1)C1=CC=C(C=C1)C1=CC=CC2=CC=CC=C12)C1=CC=CC=C1)C 2-{(9,9-dimethyl-9H-fluoren-2-yl)-phenylamino}-2''-[{4-(naphthalen-1-yl)phenyl}-phenylamino]-1,1':4',1''-terphenyl